N-((2S)-1-((4-(cyclopropylamino)-3,4-dioxo-1-(2-oxo-1-azaspiro[4.5]decan-3-yl)butan-2-yl)amino)-4-methyl-1-oxopentan-2-yl)-4-methoxy-1H-indole-2-carboxamide C1(CC1)NC(C(C(CC1C(NC2(C1)CCCCC2)=O)NC([C@H](CC(C)C)NC(=O)C=2NC1=CC=CC(=C1C2)OC)=O)=O)=O